ClC=1C(=NC=C(C1)C(F)(F)F)CCNC(C1=C(C=CC=C1)C(F)(F)F)=O N-{2-[3-Chloro-5-(trifluoromethyl)pyridin-2-yl]ethyl}-2-(trifluoromethyl)benzamide